(2-methyl-4-trifluoromethyl-5-thiazolyl)-6-methyl-4H-pyran-5-carboxylate CC=1SC(=C(N1)C(F)(F)F)OC(=O)C=1CC=COC1C